7-(2-methyltetrazol-5-yl)pyrimidino[4,5]indoline CN1N=C(N=N1)C=1N=CC=2C(=CC=C3CCNC23)N1